OCC1CCC(CC1)NC=1C2=C(N=C(N1)NC1=CC=C(C=C1)N1CCOCC1)NC=C2 4-(((1r,4r)-4-(hydroxymethyl)cyclohexyl)amino)-2-((4-morpholinophenyl)amino)-7H-pyrrolo[2,3-d]pyrimidine